C(C)(C)(C)C(CCC(=O)O[O-])(C)C(C)(C)C 4,4-di-t-butylperoxy-valerate